O1NC=CC=C1 oxazinin